10-methoxy-5H-dibenzo[b,f]azepine-5-carboxamide COC1=CC2=C(N(C3=C1C=CC=C3)C(=O)N)C=CC=C2